ethyl (4S,6R)-5-acetamido-6-((1R,2R)-3-(((((E)-cyclooct-2-en-1-yl)oxy)carbonyl)amino)-1,2-dihydroxypropyl)-2,4-dihydroxytetrahydro-2H-pyran-2-carboxylate C(C)(=O)NC1[C@H](CC(O[C@H]1[C@@H]([C@@H](CNC(=O)OC1\C=C\CCCCC1)O)O)(C(=O)OCC)O)O